ClC=1C(=C(C=CC1)C=1C(=NN(C1)C1CCN(CC1)C(=O)OC(C)(C)C)C)C1=CC=C2C(N(C(NC2=C1)=O)C1=CN=CC2=CC=CC=C12)=O tert-butyl 4-[4-[3-chloro-2-[3-(4-isoquinolyl)-2,4-dioxo-1H-quinazolin-7-yl]phenyl]-3-methyl-pyrazol-1-yl]piperidine-1-carboxylate